C(C1=CC=CC=C1)N1C([C@H](NC([C@H]1C)=O)CC(=O)OC)=O Methyl [(2R,5R)-4-benzyl-5-methyl-3,6-dioxopiperazin-2-yl]acetate